8-methylene-5,6,7,8-tetrahydroquinoline-5-carbonitrile C=C1CCC(C=2C=CC=NC12)C#N